FC1=CC=C(C=C1)CCC(C)=O 4-(4-fluorophenyl)butan-2-one